(5-(3-fluoropyrrolidin-3-yl)pentyl)-1,2,3,4-tetrahydro-1,8-naphthyridine dihydrochloride Cl.Cl.FC1(CNCC1)CCCCCN1CCCC2=CC=CN=C12